OC(CN(C(CCC(=O)OCCN1CCN(CC1)CCSSCCCN(CC(CCCCCC\C=C/C\C=C/C\C=C/CC)O)CC(CCCCCC\C=C/C\C=C/C\C=C/CC)O)C)CC(CCCCCCCCCCCC)O)CCCCCCCCCCCC 2-(4-(2-((3-(Bis((9Z,12Z,15Z)-2-hydroxyoctadeca-9,12,15-trien-1-yl)amino)propyl)disulfaneyl)ethyl)piperazin-1-yl)ethyl 4-(bis(2-hydroxytetradecyl)amino)pentanoate